Nickel-aluminum-Nickel [Ni].[Al].[Ni]